N(=NC(C(=O)NC(C)(CO)CO)(C)C)C(C(=O)NC(C)(CO)CO)(C)C azobis{2-methyl-N-[1,1-bis(hydroxymethyl)ethyl]propionamide}